N,N-dibenzyl-4-fluoro-1H-pyrazole-5-sulfonamide C(C1=CC=CC=C1)N(S(=O)(=O)C1=C(C=NN1)F)CC1=CC=CC=C1